1,6-dihydropyridine-3-carboxylic acid methyl ester COC(=O)C1=CNCC=C1